3-[4-[[(2S,4R)-4-Methoxy-1-methyl-pyrrolidin-2-yl]methoxy]anilino]-5-methyl-6-(1-methylbenzimidazol-4-yl)pyrazine-2-carboxamide CO[C@@H]1C[C@H](N(C1)C)COC1=CC=C(NC=2C(=NC(=C(N2)C)C2=CC=CC=3N(C=NC32)C)C(=O)N)C=C1